FC1=CC(=CC2=C1N(C(=N2)C2=CC=C(C=C2)S(=O)(=O)C)C)C2CCN(CC2)C2CC1CCC(C2)N1C1COC1 7-fluoro-1-methyl-2-(4-(methylsulfonyl)phenyl)-5-(1-(8-(oxetan-3-yl)-8-azabicyclo[3.2.1]octan-3-yl)piperidin-4-yl)-1H-benzo[d]imidazole